[N+](=O)([O-])C1=C(C#N)C=CC(=C1OCCCCl)OC 2-nitro-3-(3-chloropropoxy)-4-methoxybenzonitrile